(2S)-3-amino-2-({[(9H-fluoren-9-yl)methoxy]carbonyl}amino)propanoic acid hydrochloride Cl.NC[C@@H](C(=O)O)NC(=O)OCC1C2=CC=CC=C2C=2C=CC=CC12